OC1=C(C=CC=C1)C1=CC2=C(N=N1)NC1=C2[C@@H](N(CC1)C1=NC=C(C=N1)C1CCN(CC1)C1CC2(C1)CCN(CC2)C(=O)OC(C)(C)C)C (S)-tert-butyl 2-(4-(2-(3-(2-hydroxyphenyl)-5-methyl-7,8-dihydro-5H-pyrido[3',4':4,5]pyrrolo[2,3-c]pyridazin-6(9H)-yl)pyrimidin-5-yl)piperidin-1-yl)-7-azaspiro[3.5]nonane-7-carboxylate